FC(CO)(C)F 2,2-difluoropropanol